(((1-(Tetrahydro-2H-pyran-2-yl)-1H-indazol-5-yl)amino)methyl)benzonitrile O1C(CCCC1)N1N=CC2=CC(=CC=C12)NCC1=C(C#N)C=CC=C1